1,1-Dimethylethylmercaptan CC(C)(C)S